rac-(3-((1R,3S)-3-(Dimethylcarbamoyl)-cyclohexyl)-1,2,3-oxadiazol-3-ium-5-yl)((3-(2-(o-tolyl)-acetamido)-5-(trifluoromethyl)phenyl)-carbamoyl)amide CN(C(=O)[C@@H]1C[C@@H](CCC1)[N+]1=NOC(=C1)[N-]C(NC1=CC(=CC(=C1)C(F)(F)F)NC(CC1=C(C=CC=C1)C)=O)=O)C |r|